ClC1=C(C=CC=C1Cl)N1C2CN(CC1C2)CC=2C=C1C(N(C(C1=CC2)=O)N2C(NC(CC2)=O)=O)=O 5-((6-(2,3-dichlorophenyl)-3,6-diazabicyclo[3.1.1]heptan-3-yl)methyl)-2-(2,4-dioxotetrahydropyrimidin-1(2H)-yl)isoindoline-1,3-dione